C(C)(C)(C)OC(=O)N1C[C@H](CC1)[C@@H](C(=O)OC(C)(C)C)CC1=CC(=CC=C1)S(=O)(=O)Cl (3R)-3-[(1S)-2-tert-butoxy-1-[(3-chlorosulfonylphenyl)methyl]-2-oxoethyl]pyrrolidine-1-carboxylic acid tert-butyl ester